2-((4-(4-methylpiperazin-1-yl)phenyl)amino)-8-phenyl-5-((trimethylsilyl)ethynyl)pyrido[2,3-d]pyrimidin-7(8H)-one CN1CCN(CC1)C1=CC=C(C=C1)NC=1N=CC2=C(N1)N(C(C=C2C#C[Si](C)(C)C)=O)C2=CC=CC=C2